(S)-1-(((R)-tert-butylsulphinyl)amino)-1,3-dihydrospiro[indene-2,4'-piperidine] C(C)(C)(C)[S@@](=O)N[C@@H]1C2=CC=CC=C2CC12CCNCC2